FC=1C=C(C=C(C1I)F)O 3,5-difluoro-4-iodophenol